COC(/C=C(/C(=O)OC(NC(=O)OC)=O)\C)=O methyl-(2E)-but-2-ene-1,4-dioic acid [N-(methoxycarbonyl) carbamoyl] methyl ester